CC1(OCC(O1)CC(C(=O)OC(C(OC(C=C)=O)CC(=O)C)CO)=C)C Acetonylglycerol acrylate (2,2-dimethyl-1,3-dioxolan-4-yl)methyl-acrylate